FC1=C(C=CC(=C1F)[N+](=O)[O-])C 2,3-difluoro-1-methyl-4-nitro-benzene